ClC=1C(=C(C(=CC1)N1N=NC(=C1)C(F)(F)F)C1=C(C(=NC=C1)O)F)F 4-(3-chloro-2-fluoro-6-(4-(trifluoromethyl)-1H-1,2,3-triazol-1-yl)phenyl)-3-fluoropyridin-2-ol